FC=1C=C2CC3(CN4C2=C(C1)C(C=C4CO)=O)CCOCC3 9'-fluoro-5'-(hydroxymethyl)-2,3,5,6-tetrahydro-1'H-spiro[pyran-4,2'-pyrido[3,2,1-ij]quinolin]-7'(3'H)-one